dimethyl 4,4'-(propane-1,3-diyl)bis(2-(6-(1H-imidazol-1-yl)pyridazine-3-carboxamido)-5-fluorobenzoate) C(CCC1=CC(=C(C(=O)OC)C=C1F)NC(=O)C=1N=NC(=CC1)N1C=NC=C1)C1=CC(=C(C(=O)OC)C=C1F)NC(=O)C=1N=NC(=CC1)N1C=NC=C1